C(OC[C@H]1O[C@@]([C@@H]2OC(CCCC(O[C@@H]21)=O)=O)(C#N)C2=CC=C1C(=NC=NN12)N)(OCC)=O ((7aR,8R,10R,10aR)-10-(4-aminopyrrolo[2,1-f][1,2,4]triazin-7-yl)-10-cyano-2,6-dioxooctahydro-2H-furo[3,4-b][1,4]dioxonin-8-yl)methyl ethyl carbonate